C(C1=CC=CC=C1)OC1=CC2=C(N(C(=N2)NC(C2=CC(=NC=C2)C)=O)C2CN(CCCC2)C(=O)OC(C)(C)C)C(=C1)Cl tert-butyl 3-(5-(benzyloxy)-7-chloro-2-(2-methylisonicotinamido)-1H-benzo[d]imidazol-1-yl)azepane-1-carboxylate